FC1(C[C@]12C[C@@H](N(CC2)CC2=C1C=CNC1=C(C=C2OC)C)C2=CC=C(C(=O)O)C=C2)F 4-((3S,5r)-1,1-difluoro-6-((5-methoxy-7-methyl-1H-indol-4-yl)methyl)-6-azaspiro[2.5]oct-5-yl)benzoic acid